6-(2-chloro-4-methylphenyl)-2-[(6-oxo-1,3,4,7,8,8a-hexahydropyrrolo[1,2-a]pyrazin-2-yl)methyl]-1H-benzimidazole-4-carboxylic acid ClC1=C(C=CC(=C1)C)C=1C=C(C2=C(NC(=N2)CN2CC3N(CC2)C(CC3)=O)C1)C(=O)O